ClC1=CC=C(C=C1)C1=C(CCC(C1)(C)C)CN1C2CN(CC1CC2)CC=2C=C1CN(C(C1=C(C2)F)=O)C2CNCCC2 3-(5-((8-((4'-chloro-5,5-dimethyl-3,4,5,6-tetrahydro-[1,1'-biphenyl]-2-yl)methyl)-3,8-diazabicyclo[3.2.1]octane-3-yl)methyl)-7-fluoro-1-oxoisoindolin-2-yl)piperidine